4-chloro-3-nitro-1,7-naphthyridin-2-ol ClC1=C(C(=NC2=CN=CC=C12)O)[N+](=O)[O-]